6-acetyl-2-(4-chlorophenyl)-3-hydroxyisoindolin-1-one C(C)(=O)C1=CC=C2C(N(C(C2=C1)=O)C1=CC=C(C=C1)Cl)O